ClC=1C=C(C(=NC1)C=1CCCC2=C(C1C1=CC=C(C=C1)C=C1CN(C1)CCC(F)F)C=CC=C2)C(F)(F)F 8-(5-Chloro-3-(trifluoromethyl)pyridin-2-yl)-9-(4-((1-(3,3-difluoropropyl)azetidin-3-yliden)methyl)phenyl)-6,7-dihydro-5H-benzo[7]annulen